6-(trifluoromethyl)-1-({5-[5-(trifluoromethyl)-1,2,4-oxadiazol-3-yl]pyridin-2-yl}methyl)-3,4-dihydroquinolin-2(1H)-one FC(C=1C=C2CCC(N(C2=CC1)CC1=NC=C(C=C1)C1=NOC(=N1)C(F)(F)F)=O)(F)F